N1=CN=CC2=CC=CN=C12 8-azaquinazoline